FC(C1(CC1)C(C)=O)F 1-[1-(difluoromethyl)cyclopropyl]ethanone